N1(N=CC=C1)C1CNCCOC1 6-(1H-pyrazol-1-yl)-1,4-oxazepane